OC(CN(CCC(C(=O)O)NC1=NC=NC=C1)CCCCC1=NC=2NCCCC2C=C1)(C)C 4-((2-hydroxy-2-methylpropyl)(4-(5,6,7,8-tetrahydro-1,8-naphthyridin-2-yl)butyl)amino)-2-(pyrimidin-4-ylamino)butanoic acid